5-(2,8-dimethylimidazo[1,2-b]pyridazin-6-yl)-2-[3-(4-methylpiperazin-1-yl)-1,2,4-triazin-6-yl]phenol dihydrochloride Cl.Cl.CC=1N=C2N(N=C(C=C2C)C=2C=CC(=C(C2)O)C2=CN=C(N=N2)N2CCN(CC2)C)C1